ClC1=C(C(=C(CNC(CCC)=O)C=C1)F)C=1NC(C=C(N1)C=1C=NC(=CC1)OC(F)F)=O N-(4-chloro-3-{4-[6-(difluoromethoxy)pyridin-3-yl]-6-oxo-1,6-dihydropyrimidin-2-yl}-2-fluorobenzyl)butanamide